2-(((4-(hydroxymethyl)-7-(4-isopropylphenyl)-2,3-dihydrobenzofuran-5-yl)amino)methyl)-N-((tetrahydro-2H-pyran-2-yl)oxy)acrylamide OCC1=C(C=C(C2=C1CCO2)C2=CC=C(C=C2)C(C)C)NCC(C(=O)NOC2OCCCC2)=C